3-({1-[1-(2,2-difluoroethyl)-1H-pyrazolo[3,4-b]pyrazin-6-yl]-5,5-difluoropiperidin-3-yl}methoxy)-2-(trifluoromethyl)pyridine FC(CN1N=CC=2C1=NC(=CN2)N2CC(CC(C2)(F)F)COC=2C(=NC=CC2)C(F)(F)F)F